4-(trifluoromethyl)-6-[(3S)-3-[4-[5-(trifluoromethyl)pyrimidin-2-yl]piperazine-1-carbonyl]-3,4-dihydro-1H-isoquinolin-2-yl]-2-(2-trimethylsilylethoxymethyl)pyridazin-3-one FC(C=1C(N(N=C(C1)N1CC2=CC=CC=C2C[C@H]1C(=O)N1CCN(CC1)C1=NC=C(C=N1)C(F)(F)F)COCC[Si](C)(C)C)=O)(F)F